N-({1-[4-(3-fluorophenoxy)benzyl]-4-hydroxy-2-oxo-1,2,5,6-tetrahydro-3-pyridinyl}carbonyl)glycine FC=1C=C(OC2=CC=C(CN3C(C(=C(CC3)O)C(=O)NCC(=O)O)=O)C=C2)C=CC1